N-(4-(cis-bicyclo[3.1.0]hexan-3-yloxy)-3-fluoro-5-methylphenyl)-5-ethyl-2-(3-methoxy-3-methylazetidin-1-yl)oxazole-4-carboxamide C12CC(CC2C1)OC1=C(C=C(C=C1C)NC(=O)C=1N=C(OC1CC)N1CC(C1)(C)OC)F